thiophene-3-oxyacetic acid ethyl ester C(C)OC(COC1=CSC=C1)=O